sulfanediyldiethane-2,1-diyl-bis[3-(3,5-di-tert-butyl-4-hydroxyphenyl) propanoate] S(CCC(C(=O)[O-])CC1=CC(=C(C(=C1)C(C)(C)C)O)C(C)(C)C)CCC(C(=O)[O-])CC1=CC(=C(C(=C1)C(C)(C)C)O)C(C)(C)C